C[C@@H]1CN(C[C@@H](O1)C)C(=O)C=1C2=C(N(N1)CC(=O)N1CCC(CC1)C1=C(C(=CC=C1)F)C)CCC2 2-{3-[(2R,6S)-2,6-Dimethylmorpholin-4-carbonyl]-5,6-dihydrocyclopenta[c]pyrazol-1(4H)-yl}-1-[4-(3-fluoro-2-methylphenyl)piperidin-1-yl]ethan-1-on